2-((tert-butyl(methyl)amino)methyl)acrylic acid C(C)(C)(C)N(C)CC(C(=O)O)=C